ClC=1N=NC(=C(C1C(C)=O)C)Cl 1-(3,6-dichloro-5-methylpyridazin-4-yl)ethan-1-one